N-((R)-3-(oxazol-2-yl)-1-oxo-1-(((R)-4-phenyl-1-((3aS,4S,6S,7aR)-3a,5,5-trimethylhexahydro-4,6-methanobenzo[d][1,3,2]dioxaborol-2-yl)butyl)amino)propan-2-yl)pyrazine-2-carboxamide O1C(=NC=C1)C[C@H](C(N[C@@H](CCCC1=CC=CC=C1)B1O[C@@]2([C@H](O1)C[C@H]1C([C@@H]2C1)(C)C)C)=O)NC(=O)C1=NC=CN=C1